CC(C(=O)OCC(C)(CO)C)(CO)C neopentyl glycol 2,2-dimethyl-3-hydroxypropionate